ethyl 3-(1,4-dimethyl-1H-benzo[d][1,2,3]triazol-5-yl)-3-(3-(((R)-2-ethyl-2,3-dihydro-[1,4]oxazepino[7,6-g]quinolin-4(5H)-yl)methyl)-4-methylphenyl)propanoate CN1N=NC2=C1C=CC(=C2C)C(CC(=O)OCC)C2=CC(=C(C=C2)C)CN2C[C@H](OC1=CC=3C=CC=NC3C=C1C2)CC